1-(5'-((diphenylmethylene)amino)-6'-(4-fluorobenzyl)-2,3,5,6-tetrahydrospiro[pyran-4,3'-pyrrolo[3,2-b]pyridin]-1'(2'H)-yl)ethan-1-one C1(=CC=CC=C1)C(C1=CC=CC=C1)=NC1=C(C=C2C(=N1)C1(CN2C(C)=O)CCOCC1)CC1=CC=C(C=C1)F